1-(4-bromobenzenesulfonyl)-N-phenylpiperidin-4-amine BrC1=CC=C(C=C1)S(=O)(=O)N1CCC(CC1)NC1=CC=CC=C1